BrC=1C=C2C3(C(N(C2=CC1)C)=O)C(C3)(C3=CSC=C3)C=3SC=CC3 5'-bromo-1'-Methyl-2-(thiophen-2-yl)-2-(thiophen-3-yl)spiro[cyclopropane-1,3'-indol]-2'-one